N1(CCC1)C=1C=C(C=CC1)N1C(=C2C(N(N=CC2=C1C)C1=CC=C(C=C1)I)=O)C 6-(3-(azetidin-1-yl)phenyl)-2-(4-iodophenyl)-5,7-dimethyl-2,6-dihydro-1H-pyrrolo[3,4-d]pyridazin-1-one